BrC=1C=CC(=NC1)C1(CCC1)OC(/C=C/C(=O)O)=O (E)-4-(1-(5-bromopyridin-2-yl)cyclobutoxy)-4-oxobut-2-enoic acid